Pentacosa-10,13-dienoic acid C(CCCCCCCCC=CCC=CCCCCCCCCCCC)(=O)O